C[C@@H]1CNC=2C=C3C=CN(C3=NC2O1)COCC[Si](C)(C)C |o1:1| (12R or S)-12-methyl-4-[[2-(trimethylsilyl)ethoxy]methyl]-13-oxa-2,4,10-triazatricyclo[7.4.0.0^[3,7]]trideca-1(9),2,5,7-tetraene